tert-butyl (3-(6-amino-2,3-difluoro-phenyl)prop-2-yn-1-yl)carbamate NC1=CC=C(C(=C1C#CCNC(OC(C)(C)C)=O)F)F